ClP(C1=CC=CC=C1)(C1=CC=CC=C1)(C1=CC=CC=C1)CCl chloro(chloromethyl)triphenyl-lambda5-phosphane